2-(6-{5-chloro-2-[(oxan-4-yl)amino]pyrimidin-4-yl}-1-oxo-2,3-dihydro-1H-isoindol-2-yl)-N-[1-(1-phenylazetidin-3-yl)ethyl]acetamide ClC=1C(=NC(=NC1)NC1CCOCC1)C1=CC=C2CN(C(C2=C1)=O)CC(=O)NC(C)C1CN(C1)C1=CC=CC=C1